C1=C(C=CC2=CC=CC=C12)C=1OC2=C(N1)C=CC=C2 2-naphthalen-2-yl-benzoxazol